((1s,3s)-3-hydroxy-3-methylcyclobutyl)(6-((6-methoxy-5-(trifluoromethyl)pyridin-2-yl)methyl)-2-azaspiro[3.3]hept-2-yl)methanone OC1(CC(C1)C(=O)N1CC2(C1)CC(C2)CC2=NC(=C(C=C2)C(F)(F)F)OC)C